C[C@@H]1N(CC1)C=1N=C(C2=C(N1)CCC2)C2=CC=C1CC(NC(C1=C2)=O)=O (S)-7-(2-(2-methylazetidin-1-yl)-6,7-dihydro-5H-cyclopenta[d]pyrimidin-4-yl)isoquinoline-1,3(2H,4H)-dione